ClC=1C(=NC(=NC1)N1C[C@H]2CCCC[C@H]2C1)NC1=CC2=C(N(C(N2CCC(C)(C)O)=O)C)C=C1 5-((5-chloro-2-((3ar,7as)-octahydro-2H-isoindol-2-yl)pyrimidin-4-yl)amino)-3-(3-hydroxy-3-methylbutyl)-1-methyl-1,3-dihydro-2H-benzo[d]imidazol-2-one